7-[1-(2-hydroxyethyl)-1,2,3,6-tetrahydropyridin-4-yl]-2-(2-methyl-1,3-benzothiazol-6-yl)-4H-pyrido[1,2-a]pyrimidin-4-one OCCN1CCC(=CC1)C=1C=CC=2N(C(C=C(N2)C2=CC3=C(N=C(S3)C)C=C2)=O)C1